BrC=1C=C(C(=NC1)C1=NC2=C(C=NC(=C2)C(F)(F)F)N1C)S(=O)CC 2-(5-bromo-3-ethylsulfinyl-2-pyridyl)-3-methyl-6-(trifluoromethyl)imidazo[4,5-c]pyridine